N-ethyl-N-isopropyl-6,7-dimethoxy-3-((4-methoxyphenyl)sulfonyl)quinolin-4-amine C(C)N(C1=C(C=NC2=CC(=C(C=C12)OC)OC)S(=O)(=O)C1=CC=C(C=C1)OC)C(C)C